Diethylhexyl 2,6-Naphthalate CCCCC(CC)COC(=O)C1=CC2=C(C=C1)C(=CC=C2)C(=O)OCC(CC)CCCC